C(C)(C)(C)OC(=O)NCCC(=O)NC1C=C(N(C1)C)C(=O)NC=1N=C(N(C1)C)C(=O)O 4-(4-{3-[(tert-Butoxycarbonyl)amino]propanamido}-1-methylpyrroline-2-amido)-1-methylimidazole-2-carboxylic acid